1-phenoxy-propane-2-ol O(C1=CC=CC=C1)CC(C)O